1-(phenylsulfonyl)-1H-indole-5-carbaldehyde C1(=CC=CC=C1)S(=O)(=O)N1C=CC2=CC(=CC=C12)C=O